C1(CCCCC1)NC1=C(C=C(C=C1)S(=O)(=O)C)C=1C2=C(C(N(C1)C)=O)NC=C2 4-[2-(cyclohexylamino)-5-(methylsulfonyl)phenyl]-6-methyl-1,6-dihydro-7H-pyrrolo[2,3-c]pyridin-7-one